1-(4-ethoxy-5-methoxypyridin-2-yl)-2-(methylsulfonyl)ethylamine C(C)OC1=CC(=NC=C1OC)C(CS(=O)(=O)C)N